(Ra)-2-(6-(5-chloro-1-(4-(2-methoxyquinolin-6-yl)benzyl)-1H-indazole-7-carboxamido)spiro[3.3]heptan-2-yl)acetic acid ClC=1C=C2C=NN(C2=C(C1)C(=O)NC1CC2(CC(C2)CC(=O)O)C1)CC1=CC=C(C=C1)C=1C=C2C=CC(=NC2=CC1)OC